(2S)-1-(5-bromopyrimidine-2-carbonyl)pyrrolidine-2-carboxylic acid methyl ester COC(=O)[C@H]1N(CCC1)C(=O)C1=NC=C(C=N1)Br